8-(4-chloro-2-methyl-phenyl)-2,3-dimethyl-6-[(2R)-2-(1-methylpyrazol-4-yl)morpholin-4-yl]pyrido[3,4-d]pyrimidin-4-one ClC1=CC(=C(C=C1)C1=NC(=CC2=C1N=C(N(C2=O)C)C)N2C[C@H](OCC2)C=2C=NN(C2)C)C